5-chloro-N-(3-chloro-4-(4-(4-methylpiperazin-1-yl)piperidin-1-yl)phenyl)-4-(1-(isopropylsulphonyl)-1H-indol-3-yl)pyrimidin-2-amine ClC=1C(=NC(=NC1)NC1=CC(=C(C=C1)N1CCC(CC1)N1CCN(CC1)C)Cl)C1=CN(C2=CC=CC=C12)S(=O)(=O)C(C)C